C(C)(C)(C)OC(N(C)C1CN(CCC1)C1=NC(=CC=C1)NC(C1=C(N=C(C=C1)NC(CO)(C)C)N1CCC2(CC2)CC1)=O)=O tert-butyl(1-(6-(6-((1-hydroxy-2-methylpropan-2-yl)amino)-2-(6-azaspiro[2.5]octan-6-yl)nicotinamido)pyridin-2-yl)piperidin-3-yl)(methyl)carbamate